Fmoc-L-cysteic acid C(=O)(OCC1C2=CC=CC=C2C2=CC=CC=C12)N[C@@H](CS(=O)(O)=O)C(=O)O